N1CC(C1)C=1C=CC(=NC1)C(C)(C)C 5-(Azetidin-3-yl)-2-tert-butyl-pyridine